1-(5-chloro-6-fluoro-4-(2-((1S,2S)-2-fluorocyclopropane-1-carboxamido)imidazo[1,2-a]pyrazin-6-yl)-1H-indazol-7-yl)-N,N-dimethyl-1H-pyrrole-3-carboxamide ClC=1C(=C2C=NNC2=C(C1F)N1C=C(C=C1)C(=O)N(C)C)C=1N=CC=2N(C1)C=C(N2)NC(=O)[C@H]2[C@H](C2)F